CN(S(=O)(=O)C1CC1)CC1N2CCC(C1=O)(CC2)C N-methyl-N-((4-methyl-3-oxoquinuclidin-2-yl)methyl)cyclopropanesulfonamide